(R)-N-((1E)-1-(7-fluoro-9-oxo-3-((tetrahydro-2H-pyran-4-yl)methylene)-1,2,3,9-tetrahydropyrrolo[2,1-b]quinazolin-5-yl)ethylidene)-2-methylpropane-2-sulfinamide FC1=CC=2C(N3C(=NC2C(=C1)\C(\C)=N\[S@](=O)C(C)(C)C)C(CC3)=CC3CCOCC3)=O